FC1(CCN(CC1)C=1C=C(C=C2C=CC=NC12)/C=C(/F)\C1=C(C=C(C=C1)NS(=O)(=O)CCO)N1CCC2(CC2)CC1)F (E)-N-(4-(2-(8-(4,4-difluoropiperidin-1-yl)quinolin-6-yl)-1-fluorovinyl)-3-(6-azaspiro[2.5]octan-6-yl)phenyl)-2-hydroxyethane-1-sulfonamide